BrC=1C(=C2C(=NC1)N=C(N2)C(=O)N2[C@@H](C=1C=CC=NC1CC2)C)C (R)-(6-Bromo-7-methyl-1H-imidazo[4,5-b]pyridin-2-yl)(5-methyl-7,8-dihydro-1,6-naphthyridin-6(5H)-yl)methanone